C(=O)(O)C1C(CCCC1)C(=O)O 1,2-dicarboxycyclohexane